FC1=C(C=CC=C1OC)C1=CC(=CC=C1)[C@H](CC(=O)[O-])NC(=O)NC=1C(N(C=CC1[O-])C)=O.[Na+].[Na+] Natrium (S)-3-(2'-Fluoro-3'-methoxybiphenyl-3-yl)-3-(3-(1-methyl-4-oxido-2-oxo-1,2-dihydropyridin-3-yl)ureido)propanoat